Bis(2-methoxyethyl)amine sulfur trifluoride [S](F)(F)F.COCCNCCOC